({(7R)-3-(Phenylmethoxy)-7-[(tert-Butoxycarbonyl)amino]-1-fluoro-5,6,7,8-tetrahydronaphthalen-2-yl}amino)ethanoic acid tert-butyl ester C(C)(C)(C)OC(CNC1=C(C=2C[C@@H](CCC2C=C1OCC1=CC=CC=C1)NC(=O)OC(C)(C)C)F)=O